furo[3,2-d]pyrimidin-4-amine dihydrochloride Cl.Cl.N1=CN=C(C2=C1C=CO2)N